N-[7-bromo-2-(4-methoxyphenyl)[1,2,4]triazolo[1,5-c]quinazolin-5-yl]-D-alanine BrC1=CC=CC=2C=3N(C(=NC12)N[C@H](C)C(=O)O)N=C(N3)C3=CC=C(C=C3)OC